(7-(4-Fluoro-3-methylphenyl)-2-azaspiro[3.5]nonan-2-yl)((1s,3s)-3-hydroxy-3-methylcyclobutyl)methanone FC1=C(C=C(C=C1)C1CCC2(CN(C2)C(=O)C2CC(C2)(C)O)CC1)C